7-(trifluoromethyl)spiro[chromane-2,1'-cycloheptan]-4-one FC(C1=CC=C2C(CC3(CCCCCC3)OC2=C1)=O)(F)F